[Na+].[Na+].[Na+].[Na+].[Na+].O(P([O-])(=O)OP(=O)([O-])[O-])C1[C@H](OP(=O)(O)O)[C@H](O)[C@H](O1)CO phosphoribosyl diphosphate pentasodium salt